C(C)(C)(C)OC(=O)N1CC(C1)C[N+]1(CCC(CC1)C(=O)O)CC(=O)OC(C)(C)C 1-[(1-Tert-Butoxycarbonylazetidin-3-yl)methyl]-1-(2-tert-butoxy-2-keto-ethyl)piperidine-1-ium-4-carboxylic acid